galactosyl-lauric acid C1([C@H](O)[C@@H](O)[C@@H](O)[C@H](O1)CO)C(C(=O)O)CCCCCCCCCC